(5-chlorooxazolo[4,5-b]pyridin-2-yl)-[(1-ethylazetidin-3-yl)methyl]amine ClC1=CC=C2C(=N1)N=C(O2)NCC2CN(C2)CC